NC1=CC(=NC(=N1)C=1C=C(C#N)C=CC1)C=1N=NN(C1)CC1=NC(=CC=C1)COC m-[6-amino-4-(1-{[6-(methoxymethyl)-2-pyridinyl]methyl}-1H-1,2,3-triazol-4-yl)-2-pyrimidinyl]benzonitrile